O1C(=CC=C1)C1=NN=C(S1)N (furan-2-yl)-1,3,4-thiadiazol-2-amine